NC1=CC=C(C=N1)C(C(=O)NCC1=NN2C(C=C(C=C2C2=CC=C(C=C2)F)C2=CC=C(C=C2)C(=O)N2CCC3(CC(CC3=O)(F)F)CC2)=C1)=C (6-aminopyridin-3-yl)-N-((5-(4-(3,3-difluoro-1-oxo-8-azaspiro[4.5]decane-8-carbonyl)phenyl)-7-(4-fluorophenyl)pyrazolo[1,5-a]pyridin-2-yl)methyl)acrylamide